3-[4-(difluoromethoxy)-2-pyridyl]-1-isopropyl-N-(3-methyl-1,1-dioxo-thietan-3-yl)pyrazolo[4,3-b]pyridine-6-carboxamide FC(OC1=CC(=NC=C1)C1=NN(C=2C1=NC=C(C2)C(=O)NC2(CS(C2)(=O)=O)C)C(C)C)F